Cyclohexyl (5-(8-fluoro-4-oxo-3,4-dihydrophthalazin-1-yl)-1H-benzimidazol-2-yl)carbamate FC=1C=CC=C2C(NN=C(C12)C1=CC2=C(NC(=N2)NC(OC2CCCCC2)=O)C=C1)=O